(1R,3S)-1-(3-(2-methoxypyridin-3-yl)benzyl)-3-(methylsulfonamido)cyclopentane-1-carboxamide COC1=NC=CC=C1C=1C=C(C[C@]2(C[C@H](CC2)NS(=O)(=O)C)C(=O)N)C=CC1